isoamyl-2-methylbutyrat C(CC(C)C)OC(C(CC)C)=O